ClC=1C=C(C=CC1O)C1=CN(C(C2=CN=CC=C12)=O)C 4-(3-chloro-4-hydroxyphenyl)-2-methyl-2,7-naphthyridin-1(2H)-one